N-((3-methoxyphenyl)carbamothioyl)adamantane-1-carboxamide COC=1C=C(C=CC1)NC(=S)NC(=O)C12CC3CC(CC(C1)C3)C2